BrC1=C(C(=C(C(=O)OC)C=C1C(F)(F)F)NC(C)=O)F Methyl 4-bromo-2-acetamido-3-fluoro-5-(trifluoromethyl)benzoate